methyl-N2-[3-(oxazol-5-yl)phenyl]-2,4-pyrimidinediamine CC=1C(=NC(=NC1)NC1=CC(=CC=C1)C1=CN=CO1)N